C(C)(C)C1=NN=C(S1)NC(=O)C1=NN2C(C(N(CC2)CC2=C(C=CC=C2)Cl)=O)=C1C1CC1 5-(2-chlorobenzyl)-3-cyclopropyl-4-oxo-4,5,6,7-tetrahydropyrazolo[1,5-a]pyrazine-2-carboxylic acid (5-isopropyl[1,3,4]thiadiazol-2-yl)amide